N1=CC=C(C=C1)COC1CCN(CC1)C(=O)OC(C)(C)C tert-Butyl 4-(pyridin-4-ylmethoxy)piperidine-1-carboxylate